2-[4-(2-fluorophenoxy)-3-nitrophenyl]-7-hydroxythiazolo[5,4-d]pyrimidine FC1=C(OC2=C(C=C(C=C2)C=2SC=3N=CN=C(C3N2)O)[N+](=O)[O-])C=CC=C1